1-((6-chloro-2-(4-fluorophenyl)-4-iodopyridin-3-yl)oxy)propan-2-one ClC1=CC(=C(C(=N1)C1=CC=C(C=C1)F)OCC(C)=O)I